CN1N=NC2=C1C=CC(=C2)C(=O)O 1-methyl-1,2,3-benzotriazole-5-carboxylic acid